ClC=1C=C(C=C(C1)S(=O)(=O)C)NC(=O)C=1SC(=C(C1)C1=NC=C(C=C1OC)F)C N-(3-chloro-5-(methylsulfonyl)phenyl)-4-(5-fluoro-3-methoxypyridin-2-yl)-5-methylthiophene-2-carboxamide